C(C=C)(=O)N1CCN(CC1)C1=CC(=NC=2CN(CCC12)C1=CC=CC2=CC=CC(=C12)C)C(=O)NCCN(C)C 4-(4-acryloylpiperazin-1-yl)-N-(2-(dimethylamino)ethyl)-7-(8-methylnaphthalen-1-yl)-5,6,7,8-tetrahydro-1,7-naphthyridine-2-carboxamide